1-(5-chloro-3-methylpyridin-2-yl)-4-(3-fluoro-4-methylbenzyl)-3-(oxetan-3-yl)piperazine-2,5-dione ClC=1C=C(C(=NC1)N1C(C(N(C(C1)=O)CC1=CC(=C(C=C1)C)F)C1COC1)=O)C